2-methoxyethan-1-ol COCCO